N1(CCCC1)C1=CC=C(C=N1)C1=NSC=N1 3-(6-(pyrrolidin-1-yl)pyridin-3-yl)-1,2,4-thiadiazole